BrC1=C(C=C2C(=CC(=NC2=C1)Cl)N1N=CN=C1)Cl 7-bromo-2,6-dichloro-4-(1H-1,2,4-triazol-1-yl)quinoline